O=C1NC(CCC1N1C(C2=CC=CC(=C2C1)CCN1CCN(CC1)CC(=O)OC(C)(C)C)=O)=O Tert-Butyl 2-(4-(2-(2-(2,6-dioxopiperidin-3-yl)-1-oxoisoindolin-4-yl)ethyl)piperazin-1-yl)acetate